IC(C)=O iodoethane-1-one